CCC(CCC)OCCCNCCCN1CCCC1 N-(3-(3-hexoxy)propyl)-3-(pyrrolidinyl)propan-1-amine